CNC=1C2=C(N(C(N1)=O)C1=CC=CC=C1)N=C(C=C2)C(F)(F)F 4-(methylamino)-1-phenyl-7-(trifluoromethyl)pyrido[2,3-d]-pyrimidin-2(1H)-one